C(CCCCCCCCCCCCCCCCCCCCCCCCCCCCCCCC)C=1C=C(C=C(C1)O)O 5-Tritriacontylbenzene-1,3-diol